NC1=CC=CC=2C(=C(OC21)C)CN(C(\C=C\C2=CC1=C(NC([C@H](CC1)N)=O)N=C2)=O)C (S,E)-N-((7-amino-2-methylbenzofuran-3-yl)methyl)-3-(7-amino-8-oxo-6,7,8,9-tetrahydro-5H-pyrido[2,3-b]azepin-3-yl)-N-methylacrylamide